[NH4+].C(CCCC)C=1C(=C(C2=CC=CC=C2C1)S(=O)(=O)O)CCCCC diamyl-naphthalenesulfonic acid ammonium